2-(2-methoxyphenyl)-3-(pyridin-4-yl)-4,5,6,7-tetrahydropyrazolo[1,5-a]pyrazine hydrogen chloride Cl.COC1=C(C=CC=C1)C1=NN2C(CNCC2)=C1C1=CC=NC=C1